O1CCN(CC1)CC(=O)N[C@H](C(=O)NC(C(=O)N)CCC)CCC1=CC=CC=C1 2-((S)-2-(2-morpholinoacetamido)-4-phenylbutyrylamino)-pentanamide